FC=1C=CC(=NC1)C1=NN2C(COC(C2)(C)C)=C1C1=C2C(=NC=C1)C=NN2C 2-(5-Fluoropyridin-2-yl)-6,6-dimethyl-3-(1-methyl-1H-pyrazolo[4,3-b]pyridin-7-yl)-6,7-dihydro-4H-pyrazolo[5,1-c][1,4]oxazine